[Na].P1(OCCCCCO1)=O.NCCNCCN diethylenetriamine pentamethylene phosphonate sodium